N-[6-[3-(2-methoxy-4-methylsulfonyl-anilino)prop-1-ynyl]-1-(2,2,2-trifluoroethyl)indol-4-yl]-1,3-dimethyl-piperidine-4-carboxamide COC1=C(NCC#CC2=CC(=C3C=CN(C3=C2)CC(F)(F)F)NC(=O)C2C(CN(CC2)C)C)C=CC(=C1)S(=O)(=O)C